C1(CC1)C=1C(=NSC1C(=O)O)C(C)C 4-CYCLOPROPYL-3-ISOPROPYLISOTHIAZOLE-5-CARBOXYLIC ACID